CN1CC2=CC(=CC(=C2CC1)C)C=1C=C2C(=NC1)NC=C2 5-(2,5-Dimethyl-1,2,3,4-tetrahydroisoquinolin-7-yl)-1H-pyrrolo[2,3-b]pyridine